O[C@H](CN1C(NC2=NC=C(C=C21)C2=CC=C(C=C2)OC)=O)CC (S)-1-(2-hydroxybutyl)-6-(4-methoxyphenyl)-3H-imidazo[4,5-b]pyridin-2-one